6-bromo-2-tetralone BrC=1C=C2CCC(CC2=CC1)=O